C(C)(C)(C)OC(=O)N1C(CC(CC1)=O)C 1-(tert-butoxycarbonyl)-2-methylpiperidin-4-one